C(C)(=O)N[C@@H]1C[C@H](CC1)NC([C@@H](C12CCC(CC1)(C2)F)C2=C(C(=CC=C2F)Cl)F)=O (S)-N-((1S,3S)-3-acetamidocyclopentyl)-2-(3-chloro-2,6-difluorophenyl)-2-(4-fluorobicyclo[2.2.1]heptan-1-yl)acetamide